C(C1=CC=CC=C1)[C@@H]1N(OCC1)C1=CC(=NC=N1)NC=1C(=CC(=C(C1)C(C(=O)N)=C)N1CCC(CC1)N1CCN(CC1)C)OC (5-((6-((S)-3-benzylisoxazolidin-2-yl)pyrimidin-4-yl)amino)-4-methoxy-2-(4-(4-methylpiperazin-1-yl)piperidin-1-yl)phenyl)acrylamide